4'-((R)-5-chloro-3-((S,1E,3E)-3,5-dimethylhepta-1,3-dien-1-yl)-7-hydroxy-7-methyl-6,8-dioxo-7,8-dihydroisoquinolin-2(6H)-yl)-[1,1'-biphenyl]-4-carbonitrile ClC1=C2C=C(N(C=C2C([C@@](C1=O)(C)O)=O)C1=CC=C(C=C1)C1=CC=C(C=C1)C#N)\C=C\C(=C\[C@H](CC)C)\C